NC(C(=O)N(C)[C@@]1(CN(CCC1)C(=O)OC(C)(C)C)CC1=CC=C(C=C1)Cl)CO (3R)-tert-Butyl 3-(2-amino-3-hydroxy-N-methylpropanamido)-3-(4-chlorobenzyl)piperidine-1-carboxylate